1,2-di(hexadecanoyl)-sn-glycero-3-phosphoethanolamine C(CCCCCCCCCCCCCCC)(=O)OC[C@@H](OC(CCCCCCCCCCCCCCC)=O)COP(=O)(O)OCCN